N-[(2S)-1-({(2S)-4-chloro-3-oxo-1-[(3S)-2-oxopiperidin-3-yl]butan-2-yl}amino)-4-methyl-1-oxopentan-2-yl]-4-methoxy-1H-indole-2-carboxamide ClCC([C@H](C[C@H]1C(NCCC1)=O)NC([C@H](CC(C)C)NC(=O)C=1NC2=CC=CC(=C2C1)OC)=O)=O